(E)-1-(3-fluorophenyl)ethan-1-one O-(2-chloro-6-((4,6-dimethoxypyrimidin-2-yl)thio)benzoyl) oxime ClC1=C(C(=O)O\N=C(/C)\C2=CC(=CC=C2)F)C(=CC=C1)SC1=NC(=CC(=N1)OC)OC